N-(2-Morpholinoethyl)oleamide O1CCN(CC1)CCNC(CCCCCCC\C=C/CCCCCCCC)=O